N-(3,4-dichlorobenzyl)-N-(4-fluorobenzyl)-4-(3-(pyridin-4-ylmethyl)ureido)benzenesulfonamide ClC=1C=C(CN(S(=O)(=O)C2=CC=C(C=C2)NC(=O)NCC2=CC=NC=C2)CC2=CC=C(C=C2)F)C=CC1Cl